4-(4-(3-(7-fluoro-5-methyl-1-oxo-1,2-dihydroisoquinolin-3-yl)propanoyl)piperazin-1-yl)benzonitrile FC1=CC(=C2C=C(NC(C2=C1)=O)CCC(=O)N1CCN(CC1)C1=CC=C(C#N)C=C1)C